OC1(CC(=C(C=C1)C1=CC=CC=C1)C(=O)O)O 4,4-dihydroxy-[1,1-biphenyl]-2-carboxylic acid